CC1(OC[C@@H](O1)C(=O)N1CCC(CC1)[C@@H](N[S@@](=O)C(C)(C)C)C1=C(C=C(C(=C1)F)C)OCC=C)C (S)-N-[(R)-[1-[(4R)-2,2-dimethyl-1,3-dioxolane-4-carbonyl]piperidin-4-yl][5-fluoro-4-methyl-2-(prop-2-en-1-yloxy)phenyl]methyl]-2-methylpropane-2-sulfinamide